C(#N)C1(CC1)NC([C@H](CC(C)C)N[C@H](C(F)(F)F)C=1C=CC2=C(OC3=C2C=C(C=C3)F)C1)=O (S)-N-(1-cyanocyclopropyl)-4-methyl-2-(((S)-2,2,2-trifluoro-1-(8-fluorodibenzo[b,d]furan-3-yl)ethyl)amino)pentanamide